(S)-phenylalanine benzyl ester C(C1=CC=CC=C1)OC([C@@H](N)CC1=CC=CC=C1)=O